3-(3,5-bis(trifluoromethyl)phenyl)-1-(1,2-dimethyl-4-nitro-1H-imidazol-5-yl)-1H-1,2,4-triazole FC(C=1C=C(C=C(C1)C(F)(F)F)C1=NN(C=N1)C1=C(N=C(N1C)C)[N+](=O)[O-])(F)F